C(C)(=O)NC=1N=C2N(N=C(C=C2)C=2C=CC(=C(C(=O)NCC3=C(C=CC(=C3)OC(F)(F)F)F)C2)OC)C1 5-{2-acetamidoimidazo[1,2-b]pyridazin-6-yl}-N-{[2-fluoro-5-(trifluoromethoxy)phenyl]methyl}-2-methoxybenzamide